3-((1,2,3,4,4a,5-hexahydrobenzo[b]pyrazino[1,2-d][1,4]oxazin-8-yl)amino)piperidine-2,6-dione hydrochloride salt Cl.C1CNCC2N1C1=C(OC2)C=C(C=C1)NC1C(NC(CC1)=O)=O